[OH-].OC=1C(=CC=2CC[N+]3=C(C2C1)C=C1C=CC(=C(C1=C3)O)O)O 2,3,9,10-Tetrahydroxy-5,6-dihydroisoquinolino[3,2-a]isoquinolin-7-ium hydroxide